3,5-Di-tert-butyl-4-hydroxybenzenesulfonic acid ammonium salt [NH4+].C(C)(C)(C)C=1C=C(C=C(C1O)C(C)(C)C)S(=O)(=O)[O-]